4-((5-chloro-4-(phenylamino)pyrimidin-2-yl)amino)piperidine-1-carboxylic acid tert-butyl ester C(C)(C)(C)OC(=O)N1CCC(CC1)NC1=NC=C(C(=N1)NC1=CC=CC=C1)Cl